CC1=CC=CC(=N1)C1=NC=CC(=N1)NC1=NC(=NC=C1)NC1=CC=C(C=C1)CN1CCSCC1 N4-[2-(6-methyl-2-pyridyl)pyrimidin-4-yl]-N2-[4-(thiomorpholinomethyl)phenyl]pyrimidine-2,4-diamine